5-[(2,4,6-trifluorophenyl)methylcarbamoyl]pyridine-2-carboxylic acid FC1=C(C(=CC(=C1)F)F)CNC(=O)C=1C=CC(=NC1)C(=O)O